ClC=1C=C(C=C(C1)Cl)C1=CC=CC2=C(C=CC=C12)[N+](=O)[O-] 1-(3,5-dichlorophenyl)-5-nitronaphthalene